2-amino-N-(1-isopropyl-1H-pyrazol-3-yl)benzamide NC1=C(C(=O)NC2=NN(C=C2)C(C)C)C=CC=C1